C[SiH2]O Methylhydroxysilane